4-(3-Hydroxy-4,6-bis-trifluoromethyl-pyridin-2-yl)-4-oxo-butyric acid OC=1C(=NC(=CC1C(F)(F)F)C(F)(F)F)C(CCC(=O)O)=O